C1(CCCC1)NC1=C(C=CC=C1)[N+](=O)[O-] N-cyclopentyl-2-nitroaniline